C(C)(C)(C)OC(NC1C2CCC(C1)C2)=O (bicyclo[2.2.1]hept-2-yl)carbamic acid tert-butyl ester